4-(CYCLOPROPYLSULFINYL)PHENYLBORONIC ACID C1(CC1)S(=O)C1=CC=C(C=C1)B(O)O